tert-butyl 5'-fluoro-6'-((7-((4-(methylsulfonyl)phenyl)amino)-2,6-naphthyridin-1-yl)ethynyl)-2'-oxospiro[cyclopropane-1,3'-indoline]-1'-carboxylate FC=1C=C2C3(C(N(C2=CC1C#CC1=NC=CC2=CN=C(C=C12)NC1=CC=C(C=C1)S(=O)(=O)C)C(=O)OC(C)(C)C)=O)CC3